5-Amino-2-(methylthio)-8-(6-methylpyridin-3-yl)-7-oxopyrido[2,3-d]pyrimidine-6-carboxylate NC1=C(C(N(C=2N=C(N=CC21)SC)C=2C=NC(=CC2)C)=O)C(=O)[O-]